FC1=CC(=CC2=C1C(CO2)C(=O)O)F 4,6-difluoro-2,3-dihydrobenzofuran-3-carboxylic acid